3-(1-Naphthyl)-alanine C1(=CC=CC2=CC=CC=C12)C[C@H](N)C(=O)O